N-(4-(4-methylpiperazin-1-yl)phenyl)-4-(5-phenyl-4,5-dihydro-1H-pyrazol-1-yl)thieno[3,2-d]pyrimidin-2-amine CN1CCN(CC1)C1=CC=C(C=C1)NC=1N=C(C2=C(N1)C=CS2)N2N=CCC2C2=CC=CC=C2